bis(isocyanatomethyl)tricyclo[5.2.1.0(2,6)]decane N(=C=O)CC12C3(CCC(C2CCC1)C3)CN=C=O